tert-butyl 14-[(4-{[1-tert-butyl-4-cyano-3-(4-ethanesulfonamidophenyl)-1H-pyrazol-5-yl]amino}pyridin-2-yl)oxy]-3,6,9,12-tetraoxatetradecanoate C(C)(C)(C)N1N=C(C(=C1NC1=CC(=NC=C1)OCCOCCOCCOCCOCC(=O)OC(C)(C)C)C#N)C1=CC=C(C=C1)NS(=O)(=O)CC